3-(2-Hydroxypropan-2-yl)cyclobutyl (8-amino-7-fluoro-6-(8-methyl-2,3-dihydro-1H-pyrido[2,3-b][1,4]oxazin-7-yl)isoquinolin-3-yl)carbamate NC=1C(=C(C=C2C=C(N=CC12)NC(OC1CC(C1)C(C)(C)O)=O)C1=C(C2=C(OCCN2)N=C1)C)F